4-((3-methoxyphenylethyl)amino)-4-oxobutanoic acid allyl ester C(C=C)OC(CCC(=O)NCCC1=CC(=CC=C1)OC)=O